N1=C(C=CC=C1)C1=NN=C(O1)C(=O)N1[C@@H](C2=C(CC1)NC=N2)C2=NN1C(C=CC(=C1)C(F)(F)F)=C2 (S)-(5-(pyridin-2-yl)-1,3,4-oxadiazol-2-yl)(4-(6-(trifluoromethyl)pyrazolo[1,5-a]pyridin-2-yl)-6,7-dihydro-1H-imidazo[4,5-c]pyridin-5(4H)-yl)methanone